1,6-dimethyl-4-nitro-1H-indazole CN1N=CC2=C(C=C(C=C12)C)[N+](=O)[O-]